C(C)NC(NC=1N(C(=CN1)CN1CCC(CC1)C=1C=CC(=NC1C)C(=O)NC)C)=O 5-(1-((2-(3-ethylureido)-1-methyl-1H-imidazol-5-yl)methyl)piperidin-4-yl)-N,6-dimethylpicolinamide